CC1(CCC1)NC(=O)[C@@H]1CN(CC[C@H]1NC(=O)C1=NOC(=C1)C1=C(C=C(C=C1)F)F)C1CCCCC1 (3R,4R)-1-Cyclohexyl-4-{[5-(2,4-difluoro-phenyl)-isoxazole-3-carbonyl]-amino}-piperidine-3-carboxylic acid (1-methyl-cyclobutyl)-amide